N-(3-(5-(2-acetamidopyridin-4-yl)-2-(methylthio)-1H-imidazol-4-yl)phenyl)-2-((1,3-dioxoisoindolin-2-yl)methyl)-6-fluoro-3-hydroxybenzamide C(C)(=O)NC1=NC=CC(=C1)C1=C(N=C(N1)SC)C=1C=C(C=CC1)NC(C1=C(C(=CC=C1F)O)CN1C(C2=CC=CC=C2C1=O)=O)=O